lithium beryllium niobium tin [Sn].[Nb].[Be].[Li]